P(OCCCC)(OCCCC)[O-] di-n-butyl phosphite